C(C)OC(C(C1=COC2=CC(=CC=C2C1=O)OC)(F)F)=O difluoro-2-(7-methoxy-4-oxo-4H-chromen-3-yl)acetic acid ethyl ester